N1(CCC1)CCC=1C(=CC(N(C1)C(C(=O)O)CC(C)(C)F)=O)C(F)(F)F (5-(2-(azetidin-1-yl)ethyl)-2-oxo-4-(trifluoromethyl)pyridin-1(2H)-yl)-4-fluoro-4-methylpentanoic acid